NC1=NC2=C(C=3C=C(C=NC13)CCC1=C(C=C(OCCCP(O)(O)=O)C=C1)C)C=CC(=C2)C (3-(4-(2-(5-amino-8-methylbenzo[f][1,7]naphthyridin-2-yl)ethyl)-3-methylphenoxy)propyl)phosphonic acid